(S)-2-((1-(4-((8-chloro-7-methylquinolin-2-yl)amino)-3-fluorophenyl)ethyl)amino)pyrimidine-5-carbaldehyde ClC=1C(=CC=C2C=CC(=NC12)NC1=C(C=C(C=C1)[C@H](C)NC1=NC=C(C=N1)C=O)F)C